methyl 6-((3-(1-(5-iodo-2-nitrophenyl)piperidin-3-yl)propyl)amino)picolinate IC=1C=CC(=C(C1)N1CC(CCC1)CCCNC1=CC=CC(=N1)C(=O)OC)[N+](=O)[O-]